ClC1=C2C(=CN=CC2=CC=C1)N1CC=2N=CN=C(C2CC1)N1C[C@@H](NCC1)CC#N 2-[(2S)-4-[7-(5-chloro-4-isoquinolyl)-6,8-dihydro-5H-pyrido(3,4-d)pyrimidin-4-yl]piperazin-2-yl]acetonitrile